CC1=CC=CC(=N1)OC1=CC=CC=C1 4-((6-methylpyridin-2-yl)oxy)benzene